tert-butyl (1R,4R,5S)-5-((2-((Ra)-1-(benzyloxy)ethyl)-6-(2-cyanoethyl)-7-(2,3-dichlorophenyl)-8-fluoro-3-iodoquinolin-4-yl)amino)-2-azabicyclo[2.1.1]hexane-2-carboxylate C(C1=CC=CC=C1)OC(C)C1=NC2=C(C(=C(C=C2C(=C1I)N[C@H]1[C@H]2CN([C@@H]1C2)C(=O)OC(C)(C)C)CCC#N)C2=C(C(=CC=C2)Cl)Cl)F